2-methyl-5-(pyridin-2-ylmethoxy)pyrazolo[1,5-a]pyridine-3-carboxylic acid CC1=NN2C(C=C(C=C2)OCC2=NC=CC=C2)=C1C(=O)O